2-(3-{[(3S)-3-(hydroxymethyl)-2,3-dihydrofuro[2,3-c]pyridin-7-yl]amino}-1H-indazol-6-yl)-5'-methoxyspiro[cyclopropan-1,3'-indol]-2'(1'H)-one OC[C@H]1COC2=C(N=CC=C21)NC2=NNC1=CC(=CC=C21)C2CC21C(NC2=CC=C(C=C12)OC)=O